2-(2,6-Dioxopiperidin-3-yl)-5-(4-(4-(4-(quinoxalin-2-yl)-1H-pyrazol-1-yl)piperidin-1-yl)butyl)isoindoline-1,3-dione O=C1NC(CCC1N1C(C2=CC=C(C=C2C1=O)CCCCN1CCC(CC1)N1N=CC(=C1)C1=NC2=CC=CC=C2N=C1)=O)=O